methyl(perfluoroethyl)((4-(5-(trifluoromethyl)-1,2,4-oxadiazol-3-yl)benzyl)imino)-λ6-sulfanone CS(=O)(=NCC1=CC=C(C=C1)C1=NOC(=N1)C(F)(F)F)C(C(F)(F)F)(F)F